(S)-4-(2-fluorophenoxy)-N-(7-(3-hydroxy-3-methylbut-1-yn-1-yl)-5-methyl-4-oxo-2,3,4,5-tetrahydrobenzo[b][1,4]oxazepin-3-yl)picolinamide FC1=C(OC2=CC(=NC=C2)C(=O)N[C@@H]2C(N(C3=C(OC2)C=CC(=C3)C#CC(C)(C)O)C)=O)C=CC=C1